FC1=C2C(=NC=C1)N(C=C2C=2SC=C(N2)C=2C=C(C=CC2)[C@@]2(CCN1C2=NC=C1)O)S(=O)(=O)C1=CC=C(C)C=C1 (R)-7-(3-(2-(4-Fluoro-1-tosyl-1H-pyrrolo[2,3-b]pyridin-3-yl)thiazol-4-yl)phenyl)-6,7-dihydro-5H-pyrrolo[1,2-a]imidazol-7-ol